C(#N)[C@H](C[C@H]1C(NCCC1)=O)NC([C@H](CC1CC1)NC(=O)C1=CC=2C=NC=CC2N1)=O N-[(1S)-2-[[(1S)-1-cyano-2-[(3S)-2-oxo-3-piperidyl]ethyl]amino]-1-(cyclopropylmethyl)-2-oxo-ethyl]-1H-pyrrolo[3,2-c]pyridine-2-carboxamide